BrC1=NC=CC(=C1)N(C=1C2=C(N=C(N1)Cl)C=NC=C2F)CC(F)F N-(2-bromopyridin-4-yl)-2-chloro-N-(2,2-difluoroethyl)-5-fluoropyrido[3,4-d]Pyrimidine-4-amine